N1(CCOCC1)C(=O)C1=CC(=CN1)C1=NC(=NC=C1C(F)(F)F)NC1CNCCC1 4-[5-(morpholine-4-carbonyl)-1H-pyrrol-3-yl]-N-(piperidin-3-yl)-5-(trifluoromethyl)pyrimidin-2-amine